2,16-dihydroxyhexadecanoic acid OC(C(=O)O)CCCCCCCCCCCCCCO